FC(N1N=CC(=C1)B(O)O)F (1-(difluoro-methyl)-1H-pyrazol-4-yl)boronic acid